(R)-1-((R)-2-((4-(2-chloro-4-fluorophenyl)-1-oxo-1,2-dihydroisoquinolin-7-yl)oxy)propanoyl)-5,5-difluoropiperidine-3-carboxamide ClC1=C(C=CC(=C1)F)C1=CNC(C2=CC(=CC=C12)O[C@@H](C(=O)N1C[C@@H](CC(C1)(F)F)C(=O)N)C)=O